C(C)(=O)C1=NC(=CC(=C1)C(C)=O)C(C)=O 2,4,6-triacetylpyridine